C1(=CC=CC=C1)N1N=CC(=C1)B1OC(C(O1)(C)C)(C)C 1-phenyl-4-(4,4,5,5-tetramethyl-1,3,2-dioxaborolan-2-yl)pyrazole